S(=O)(=O)(C1=CC=CC=2C(N(C)C)=CC=CC12)N[C@@H](CC1=CC=C(C=C1)OS(=O)(=O)C1=CC=CC=2C(N(C)C)=CC=CC12)C(=O)O N,O-Didansyl-L-Tyrosine